((1-(2-(tert-butylamino)-2-oxoethyl)piperidin-4-yl)methyl)-3-chloro-5-fluorobenzamide C(C)(C)(C)NC(CN1CCC(CC1)CC1=C(C(=O)N)C=C(C=C1Cl)F)=O